(R)-N-(3-methyl-4-((1-methyl-1H-benzo[d]imidazol-5-yl)oxy)phenyl)-6-(3-methylpiperazin-1-yl)pyrimido[5,4-d]pyrimidin-4-amine hydrochloride Cl.CC=1C=C(C=CC1OC1=CC2=C(N(C=N2)C)C=C1)NC=1C2=C(N=CN1)C=NC(=N2)N2C[C@H](NCC2)C